FC=1C(=C2C(=NC(=NN2C1)NC1CCC2(COC2)CC1)OC)C=1C=CC2=C(N(N=N2)[C@H](CF)C)C1 (S)-6-fluoro-5-(1-(1-fluoropropan-2-yl)-1H-benzo[d][1,2,3]triazol-6-yl)-4-methoxy-N-(2-oxaspiro[3.5]nonan-7-yl)pyrrolo[2,1-f][1,2,4]triazin-2-amine